C(C)[C@@H](C(=O)OCC)C(CO)O ethyl (R)-ethyl-3,4-dihydroxybutyrate